FC1(CCN(CC1)C1=CC2=C(CC(O2)(C)CO)C=C1[N+](=O)[O-])F [6-(4,4-difluoro-1-piperidyl)-2-methyl-5-nitro-3H-benzofuran-2-yl]methanol